N-(4-methoxy-2-(4-methylpiperazin-1-yl)-5-((6-(3-(3-(thiophen-2-yl)phenyl)isoxazolidin-2-yl)pyrimidin-4-yl)amino)phenyl)acrylamide COC1=CC(=C(C=C1NC1=NC=NC(=C1)N1OCCC1C1=CC(=CC=C1)C=1SC=CC1)NC(C=C)=O)N1CCN(CC1)C